4-(difluoromethyl)-5-(4-morpholino-6-(piperazin-1-yl)-1,3,5-triazin-2-yl)pyrimidine-2-amine FC(C1=NC(=NC=C1C1=NC(=NC(=N1)N1CCOCC1)N1CCNCC1)N)F